C[C@H](CCCS(=O)(=O)[O-])[C@H]1CC[C@@H]2[C@@]1(CC[C@H]3[C@H]2[C@@H](C[C@H]4[C@@]3(CC[C@H](C4)O)C)O)C.[Na+] The molecule is an organic sodium salt having 3alpha,7alpha-dihydroxy-5beta-cholane-24-sulfonate as the counterion. It is an organic sodium salt and an organosulfonate salt. It contains a 3alpha,7alpha-dihydroxy-5beta-cholane-24-sulfonate.